2-(4-(4-(8-chloro-7-((2-methyl-1-((2-(trimethylsilyl)ethoxy)methyl)-1H-benzo[d]imidazol-6-yl)oxy)quinoxalin-2-yl)-1H-pyrazol-1-yl)piperidin-1-yl)acetamide ClC=1C(=CC=C2N=CC(=NC12)C=1C=NN(C1)C1CCN(CC1)CC(=O)N)OC=1C=CC2=C(N(C(=N2)C)COCC[Si](C)(C)C)C1